4-(chloromethyl)-1,2,5-oxadiazole-3-amine ClCC=1C(=NON1)N